4-(9,9-dimethylfluoren-2-yl)dibenzothiophene CC1(C2=CC=CC=C2C=2C=CC(=CC12)C1=CC=CC2=C1SC1=C2C=CC=C1)C